C1(=CC=CC=C1)C(C)C1=C(C=C(C=C1)O)O 4-(1-Phenylethyl)-1,3-benzenediol